8-fluoro-7-(7-fluoro-8-((triisopropylsilyl)ethynyl)naphthalen-1-yl)-2-(methylthio)-N-(3-vinylphenethyl)pyrido[4,3-d]pyrimidin-5-amine FC1=C(N=C(C2=C1N=C(N=C2)SC)NCCC2=CC(=CC=C2)C=C)C2=CC=CC1=CC=C(C(=C21)C#C[Si](C(C)C)(C(C)C)C(C)C)F